3-((3S,4S)-4-hydroxytetrahydrofuran-3-yl)-8-(1-methyl-1H-pyrazol-4-yl)-6-(5-(trifluoromethyl)pyridin-2-yl)pyrido[3,4-d]pyrimidin-4(3H)-one O[C@H]1[C@H](COC1)N1C=NC2=C(C1=O)C=C(N=C2C=2C=NN(C2)C)C2=NC=C(C=C2)C(F)(F)F